NC=1C(=NC(=NC1C(NC1=CC(=CC2=CC=CC=C12)OC)=O)OC[C@H]1N(CCC1)C)N1[C@H](CN(C[C@@H]1C)C(=O)OC(C)(C)C)C tert-butyl (3S,5S)-4-(5-amino-6-((3-methoxynaphthalen-1-yl)carbamoyl)-2-(((S)-1-methylpyrrolidin-2-yl)methoxy)pyrimidin-4-yl)-3,5-dimethylpiperazine-1-carboxylate